1-(5-(2,6-dichloropyridin-4-yl)-1H-indol-3-yl)-3-(4-(trifluoromethyl)phenyl)urea ClC1=NC(=CC(=C1)C=1C=C2C(=CNC2=CC1)NC(=O)NC1=CC=C(C=C1)C(F)(F)F)Cl